(2R,6S)-N-(5-(4-cyano-3-isopropoxyphenyl)thiazol-2-yl)-2,6-dimethylmorpholine-4-carboxamide C(#N)C1=C(C=C(C=C1)C1=CN=C(S1)NC(=O)N1C[C@H](O[C@H](C1)C)C)OC(C)C